C(C1=CC=CC=C1)N1C(CC(=CC1([2H])[2H])C1=CC=2C(=NC(=CN2)C=2C=CC=3N(N2)C=C(N3)C)S1)([2H])[2H] 6-(1-benzyl-1,2,3,6-tetrahydropyridin-4-yl-2,2,6,6-d4)-3-(2-methylimidazo[1,2-b]pyridazin-6-yl)thieno[2,3-b]pyrazine